BrC1=C2C=CC=CC2=C(C2=CC=CC=C12)C1=CC=CC=2C3=C(OC21)C=CC(=C3)Cl 6-(10-bromoanthracen-9-yl)-2-chlorodibenzofuran